C(C1=CC=CC=C1)SC1=CC=C(C=C1)NC([C@H](CC1=CC=CC=C1)NC(=O)C1=NC=C(C=C1)F)=O (S)-N-(1-(4-(benzylsulfanyl)phenylamino)-1-oxo-3-phenylprop-2-yl)-5-fluoropyridinamide